4-Methyl-1-[[(2S)-5-oxomorpholin-2-yl]methyl]-5-[[2-[6-(trifluoromethoxy)quinazolin-4-yl]-2,7-diazaspiro[3.5]nonan-7-yl]methyl]indole-2-carbonitrile CC1=C2C=C(N(C2=CC=C1CN1CCC2(CN(C2)C2=NC=NC3=CC=C(C=C23)OC(F)(F)F)CC1)C[C@@H]1CNC(CO1)=O)C#N